OCC=1N=C(SC1C)CCCC#N 4-(4-(hydroxymethyl)-5-methylthiazol-2-yl)butyronitrile